C(C(C(=O)O)O)(C(=O)O)O (+/-)-tartaric acid